C(C)(C)(C)OC(=O)N1[C@H]2CN([C@@H](C1)C2)C2=CC(=C(C=C2)C(=O)OC)CBr.N2C(CCCC2=O)=O piperidine-2,6-dione tert-Butyl-(1R,4R)-5-(3-(bromomethyl)-4-(methoxycarbonyl)phenyl)-2,5-diazabicyclo[2.2.1]heptane-2-carboxylate